ClC=1C=C(C=C(C1)F)N1C=C(C=2CC(CCC12)(F)F)I 1-(3-chloro-5-fluorophenyl)-5,5-difluoro-3-iodo-4,5,6,7-tetrahydro-1H-indole